(S)-3-methyl-1-phenylbutan-1-amine CC(C[C@H](N)C1=CC=CC=C1)C